C(C)C(COP(O)(=O)CC(CCCC)CC)CCCC (2-ethylhexyl)phosphonic acid-(2-ethyl hexyl)ester